C(C)(C)(C)OC(=O)N1CC(N(CC1)C(=O)C1=CC=[N+](C=C1)[O-])(C)C 4-(4-(tert-butoxycarbonyl)-2,2-dimethylpiperazine-1-carbonyl)pyridine 1-oxide